C(C)(=O)NC1=NC(N([C@H]2[C@H](O[Si](C)(C)C(C)(C)C)[C@H](O)[C@@H](CO)O2)C=C1)=O N4-acetyl-2'-O-(tert-butyldimethylsilyl)-cytidine